(2R,4S)-2-[2-(3-cyano-5-methyl-pyrazol-1-yl)-6-[5-[(6-methylpyridazin-3-yl)amino]benzimidazol-1-yl]-3-pyridyl]-4-fluoro-pyrrolidine-1-carboxylic acid tert-butyl ester C(C)(C)(C)OC(=O)N1[C@H](C[C@@H](C1)F)C=1C(=NC(=CC1)N1C=NC2=C1C=CC(=C2)NC=2N=NC(=CC2)C)N2N=C(C=C2C)C#N